(S)-2-(((phenylmethyloxy)carbonyl)amino)-4-methylpent-4-enoic acid methyl ester COC([C@H](CC(=C)C)NC(=O)OCC1=CC=CC=C1)=O